Furan ammonium salt [NH4+].O1C=CC=C1